(6-(4-cyclopropyl-2-methylphenyl)-2-azaspiro[3.3]hept-2-yl)((1s,3s)-3-hydroxy-3-methylcyclobutyl)methanone C1(CC1)C1=CC(=C(C=C1)C1CC2(CN(C2)C(=O)C2CC(C2)(C)O)C1)C